FC1=CC=C(C=C1)C(CC(=O)N)=O 3-(4-fluorophenyl)-3-oxopropanamide